CCCC1OCCO1 propan-3-yl-1,3-dioxolane